FC(C(CF)(C(C(CF)F)(F)OCC)F)(F)F 2-trifluoromethyl-3-ethoxy-1,2,3,4,5-pentafluoropentane